1H-Imidazol-1-carbodithioat N1(C=NC=C1)C(=S)[S-]